C1(=CC(C)=CC=C1C(C)C)OC(=O)C1CC1.C1(=CC(=CC=C1)C=1C=NN(C1)C1=NC=2N(C(=C1)N1CCOCC1)N=C(C2)C=2C=NC=NC2)C 4-[5-[4-(m-tolyl)pyrazol-1-yl]-2-pyrimidin-5-yl-pyrazolo[1,5-a]pyrimidin-7-yl]morpholine Thymyl-cyclopropanecarboxylate